C[C@]12CC[C@H](C[C@@H]1CC[C@@H]3[C@@H]2CC[C@]4([C@H]3CCC4=O)C)O The molecule is an androstanoid that is 5alpha-androstane having a hydroxy substituent at the 3alpha-position and an oxo group at the 17-position. It is a metabolite of dehydroepiandrosterone. It has a role as an androgen, a human metabolite and a mouse metabolite. It is a 3alpha-hydroxy steroid, a 17-oxo steroid, an androstanoid and a C19-steroid. It derives from a hydride of a 5alpha-androstane.